(E)-N-hydroxy-3-(2-(4-(1-methylpiperidine-3-carbonyl)piperazin-1-yl)phenyl)acrylamide ONC(\C=C\C1=C(C=CC=C1)N1CCN(CC1)C(=O)C1CN(CCC1)C)=O